((2S,5R)-5-((5-(2-chloro-4-phenoxybenzoyl)-7-(methylsulfonyl)-7H-pyrrolo[2,3-d]pyrimidine-4-yl)amino)tetrahydro-2H-pyran-2-yl)methylmethanesulfonate ClC1=C(C(=O)C2=CN(C=3N=CN=C(C32)N[C@@H]3CC[C@H](OC3)CCS(=O)(=O)[O-])S(=O)(=O)C)C=CC(=C1)OC1=CC=CC=C1